(2S,4r)-1-[(2S)-2-(4-cyclopropyl-triazol-1-yl)-3,3-dimethyl-butyryl]-4-hydroxy-N-[2-(2-oxo-1-pyridinyl)-1-phenyl-ethyl]pyrrolidine-2-carboxamide C1(CC1)C=1N=NN(C1)[C@H](C(=O)N1[C@@H](C[C@H](C1)O)C(=O)NC(CN1C(C=CC=C1)=O)C1=CC=CC=C1)C(C)(C)C